(S)-1-(4-(2-(2,8-dimethyl-[1,2,4]triazolo[1,5-a]pyridin-6-yl)-3-isopropyl-1H-indol-5-yl)piperidin-1-yl)-3-hydroxybutan-1-one CC1=NN2C(C(=CC(=C2)C=2NC3=CC=C(C=C3C2C(C)C)C2CCN(CC2)C(C[C@H](C)O)=O)C)=N1